O1CCN(CC1)C1=NC(=C2C=CC=NC2=C1)OC1CCC(CC1)NC(OCC)=O Ethyl ((1s,4s)-4-((7-morpholino-1,6-naphthyridin-5-yl)oxy)cyclohexyl)carbamate